[3-Bromo-6,6-dimethyl-11-oxo-8-((2R,3R)-2,3,4-trihydroxy-butoxy)-6,11-dihydro-benzo[b]carbazol-5-yl]-acetic acid methyl ester COC(CN1C2=CC(=CC=C2C=2C(C3=C(C(C12)(C)C)C=C(C=C3)OC[C@H]([C@@H](CO)O)O)=O)Br)=O